[(3R,9aS)-3-(3-chloro-4-fluoro-phenyl)-3,4,6,7,9,9a-hexahydro-1H-pyrazino[2,1-c][1,4]oxazin-8-yl]-[2-chloro-3-(1H-imidazol-5-yl)phenyl]methanone ClC=1C=C(C=CC1F)[C@@H]1CN2[C@H](CO1)CN(CC2)C(=O)C2=C(C(=CC=C2)C2=CN=CN2)Cl